tert-butyl (3'R*,4'R*)-4'-hydroxy-[1,3'-bipyrrolidine]-1'-carboxylate O[C@H]1[C@@H](CN(C1)C(=O)OC(C)(C)C)N1CCCC1 |o1:1,2|